6,7-dihydro-5H-pyrrolo[1,2-b][1,2,4]triazole-2-carboxylic acid ethyl ester C(C)OC(=O)C=1N=C2N(N1)CCC2